2-oxo-2-[(2S,5R)-4-(2,2-dimethylpropanoyl)-5-methyl-2-phenyl-piperazin-1-yl]acetamide O=C(C(=O)N)N1[C@H](CN([C@@H](C1)C)C(C(C)(C)C)=O)C1=CC=CC=C1